N-(2-morpholinoethyl)-1-(quinolin-4-yl)piperidine-4-carboxamide O1CCN(CC1)CCNC(=O)C1CCN(CC1)C1=CC=NC2=CC=CC=C12